2-butyl-4-chloro-1-(2-fluorobenzyl)-1H-imidazole-5-carbaldehyde C(CCC)C=1N(C(=C(N1)Cl)C=O)CC1=C(C=CC=C1)F